5-fluoro-2,4,6-tris(trifluoromethyl)-pyrimidine FC=1C(=NC(=NC1C(F)(F)F)C(F)(F)F)C(F)(F)F